F[C@H](CNC(=O)C=1C(=C2C(=NC1)SC(=C2)C2=CC=NC=C2)NC(C)C)C(C)(C)O (R)-N-(2-fluoro-3-hydroxy-3-methylbutyl)-4-(isopropylamino)-2-(pyridin-4-yl)thieno[2,3-b]pyridine-5-carboxamide